FC=1C=C(C(=NC1)C1(C=C(C(C(C1)(C)C)=O)C#N)OC)C 3-(5-fluoro-3-methylpyridin-2-yl)-3-methoxy-5,5-dimethyl-6-oxocyclohex-1-ene-1-carbonitrile